(R)-N-(4-cyano-3-(trifluoromethyl)phenyl)-3-(1-(2-fluoro-5-((4-oxo-3,4-dihydrophthalazin-1-yl)methyl)benzoyl)piperidin-4-ylsulfonyl)-2-hydroxy-2-methylpropanamide C(#N)C1=C(C=C(C=C1)NC([C@@](CS(=O)(=O)C1CCN(CC1)C(C1=C(C=CC(=C1)CC1=NNC(C2=CC=CC=C12)=O)F)=O)(C)O)=O)C(F)(F)F